1,3-dihydroxy-5-ethyl-adamantane OC12CC3(CC(CC(C1)C3)(C2)CC)O